tris(2-(1H-pyrazol-1-yl)-4-tert-butylpyridine) cobalt(III) [Co+3].N1(N=CC=C1)C1=NC=CC(=C1)C(C)(C)C.N1(N=CC=C1)C1=NC=CC(=C1)C(C)(C)C.N1(N=CC=C1)C1=NC=CC(=C1)C(C)(C)C